(3R)-1-[(2S)-2-aminopropyl]pyrrolidin-3-ol N[C@H](CN1C[C@@H](CC1)O)C